C(C)N1CCC(CC1)N1N=C2C(=CC(=CC2=C1)C1=CC2=CN(N=C2C(=C1)F)C)F 2-(1-ethyl-4-piperidinyl)-7-fluoro-5-(7-fluoro-2-methyl-indazol-5-yl)indazol